CC1=C(N=C(O1)CC(C(=O)OC(C)(C)C)=C)CCCCCCCC tert-butyl 2-((5-methyl-4-octyloxazol-2-yl)methyl)acrylate